S(=O)(=O)([O-])OOS(=O)(=O)[O-].[K+].C(O)(O)=O.[Ag+] silver carbonate potassium persulfate